[O-2].[O-2].C(=O)(O)[Mn+4] carboxymanganese dioxide